ClC1=C(C=CC(=C1)OC)C=1C=C2CC(C(C2=CC1F)NC(O[C@@H]1CN2CCC1CC2)=O)(C)C (S)-quinuclidin-3-yl (5-(2-chloro-4-methoxyphenyl)-6-fluoro-2,2-dimethyl-2,3-dihydro-1H-inden-1-yl)carbamat